2-bromo-1-[1-(phenylsulphonyl)indol-6-yl]ethanone BrCC(=O)C1=CC=C2C=CN(C2=C1)S(=O)(=O)C1=CC=CC=C1